COC1=C(CCl)C=CC(=C1)OC 2,4-dimethoxybenzyl chloride